(S)-1-(3,3-dimethyl-1-(1H-pyrazolo[3,4-b]pyridin-5-yl)piperidin-4-yl)-1-methyl-3-(1-methyl-2-oxo-5-(trifluoromethyl)-1,2-dihydropyridin-3-yl)urea CC1(CN(CC[C@@H]1N(C(=O)NC=1C(N(C=C(C1)C(F)(F)F)C)=O)C)C=1C=C2C(=NC1)NN=C2)C